BrC=1C=C2C(=C(C=NC2=CC1F)[N+](=O)[O-])C1(CC(C1)OC1=CC=CC=C1)C(=O)OC Methyl 1-(6-bromo-7-fluoro-3-nitroquinolin-4-yl)-3-phenoxycyclobutane-1-carboxylate